NC1C(NC(CC1)=O)=O 3-aminohexahydropyridine-2,6-dione